FC=1C(=C(C=CC1OC(F)(F)F)C1(CC1)C(=O)O)OC 1-[3-fluoro-2-methoxy-4-(trifluoromethoxy)phenyl]cyclopropane-1-carboxylic acid